5-bromo-1,3-dimethyl-7-(tetrahydro-2H-pyran-4-yl)quinoxalin-2(1H)-one BrC1=C2N=C(C(N(C2=CC(=C1)C1CCOCC1)C)=O)C